C(CCC)C1=CC=C(C=C1)N=NC1=CC=C(C=C1)[N+](=O)[O-] (4-butylphenyl)(4-nitrophenyl)diazene